(7e)-Oxacycloheptadec-7-en-2-on O1C(CCCC\C=C\CCCCCCCCC1)=O